ClP(OCCC#N)N(C(C)C)C(C)C 3-[chloro-(diisopropylamino)phosphanyl]oxypropanenitrile